Glycerol monocaprylate C(CCCCCCC)(=O)OCC(O)CO